(3-((6-(4-hydroxyphenyl)imidazo[1,5-a]pyridin-8-yl)oxy)cyclobutyl) Trifluoroacetate FC(C(=O)OC1CC(C1)OC=1C=2N(C=C(C1)C1=CC=C(C=C1)O)C=NC2)(F)F